2-(6-{1-[(tert-butoxy)carbonyl]azetidin-3-yl}-3-methylimidazo[1,5-a]pyridin-8-yl)-5-fluorobenzoic acid C(C)(C)(C)OC(=O)N1CC(C1)C=1C=C(C=2N(C1)C(=NC2)C)C2=C(C(=O)O)C=C(C=C2)F